2-(3-methyl-4-nitrophenoxy)pyrimidine CC=1C=C(OC2=NC=CC=N2)C=CC1[N+](=O)[O-]